trans-(1S,2S)-2-amino-cyclopentanol hydrochloride C1CC(C(C1)O)N.Cl